2-(4-chloro-3-fluorophenoxy)-N-(3-hydroxy-4-{2-[3-(trifluoromethyl)phenyl]acetylamino}bicyclo[2.2.2]octan-1-yl)acetamide ClC1=C(C=C(OCC(=O)NC23CC(C(CC2)(CC3)NC(CC3=CC(=CC=C3)C(F)(F)F)=O)O)C=C1)F